CN1C(N(C2=C1N=NC=1C=CC=CC21)[C@@H]2COCCC2)=O 3-methyl-1-((S)-tetrahydro-2H-pyran-3-yl)-1H-imidazo[4,5-c]cinnolin-2(3H)-one